ClC1=C(C=2N=C(N=C(C2C=N1)N1C[C@H]2CC[C@@H](C1)N2C(=O)OC(C)(C)C)OC[C@]21CCCN1C[C@@H](C2)F)F (1r,5s)-tert-butyl 3-(7-chloro-8-fluoro-2-(((2r,7as)-2-fluoro-hexahydro-1H-pyrrolizin-7a-yl) methoxy) pyrido[4,3-d]pyrimidin-4-yl)-3,8-diazabicyclo[3.2.1]octane-8-carboxylate